2,4,6-triaminobenzaldehyde NC1=C(C=O)C(=CC(=C1)N)N